C(C)(C)(C)OC(=O)N(CCC1=NC(=CC=C1[N+](=O)[O-])OC)CC1=C(C=CC(=C1Cl)F)NC1=C(C(=O)OC)C=C(C(=C1)C(F)(F)F)F methyl 2-((2-(((tert-butoxycarbonyl)(2-(6-methoxy-3-nitropyridin-2-yl)ethyl)amino)methyl)-3-chloro-4-fluoro-phenyl)amino)-5-fluoro-4-(trifluoromethyl)benzoate